4-[4-(quinolin-3-yl)-8,11,14,16-tetraazatetracyclo[8.6.0.02,7.011,15]Hexadec-1(10),2,4,6,8,12,14-heptaen-16-yl]Phenyl-propanenitrile N1=CC(=CC2=CC=CC=C12)C=1C=C2C=3N(C4=NC=CN4C3C=NC2=CC1)C1=CC=C(C=C1)C(C#N)C